ClC=1C=C(C=CC1F)NC1=NC=NC2=CC(=C(C=C12)O[C@@H]1CC[C@H](CC1)NC(=O)N1CCOCC1)OC 4-[(3-chloro-4-fluorophenyl)amino]-6-{trans-4-[(morpholin-4-yl)carbonylamino]-cyclohexan-1-yloxy}-7-methoxy-quinazoline